[Ni+2].C[Si](C)(C)CC1=NC=CC=C1 ((trimethylsilyl)methyl)(pyridine) nickel (II)